4-hectanone CCCC(CCCCCCCCCCCCCCCCCCCCCCCCCCCCCCCCCCCCCCCCCCCCCCCCCCCCCCCCCCCCCCCCCCCCCCCCCCCCCCCCCCCCCCCCCCCCCCCC)=O